FC(/C(=C/C(=O)N(C)OC)/C)(F)F (E)-4,4,4-trifluoro-N-methoxy-N,3-dimethylbut-2-enamide